O=C1N(N=C(C2=CC=CC=C12)C=1C=C(C=CC1)NS(=O)(=O)CC)C1=CC=CC=C1 N-(3-(4-Oxo-3-phenyl-3,4-dihydrophthalazin-1-yl)phenyl)ethanesulfonamide